5-phenyl-N-(3-(piperidin-1-yl)propyl)thieno[3,2-b]pyridin-7-amine C1(=CC=CC=C1)C1=CC(=C2C(=N1)C=CS2)NCCCN2CCCCC2